C(C)(C)N1C(=NC2=NC=C(C=C21)C=2C=CN1N=C(N=CC12)NC1CC(C1)N(C)C)C N1-(5-(1-isopropyl-2-methyl-1H-imidazo[4,5-b]pyridin-6-yl)pyrrolo[2,1-f][1,2,4]triazin-2-yl)-N3,N3-dimethylcyclobutane-1,3-diamine